1,1,1,3,5,5,5-heptamethyl-trisiloxane C[Si](O[SiH](O[Si](C)(C)C)C)(C)C